FC(C1=NN(C=C1C1=NN=C(O1)SCC(=O)N1CCN(CC1)S(=O)(=O)C1=CC=C(C=C1)F)C)F 2-((5-(3-(difluoromethyl)-1-methyl-1H-pyrazol-4-yl)-1,3,4-oxadiazol-2-yl)thio)-1-(4-((4-fluorophenyl)sulfonyl)piperazin-1-yl)ethan-1-one